(3R)-1-(7-(3-amino-8-ethyl-7-fluoronaphthalen-1-yl)-6,8-difluoro-2-(((2R,7aS)-2-fluorotetrahydro-1H-pyrrolizin-7a(5H)-yl)methoxy)quinazolin-4-yl)-3-methylpiperidin-3-ol NC=1C=C(C2=C(C(=CC=C2C1)F)CC)C1=C(C=C2C(=NC(=NC2=C1F)OC[C@]12CCCN2C[C@@H](C1)F)N1C[C@@](CCC1)(O)C)F